Pyrazolo[1,5-a]pyridine-4-thiol sodium salt [Na].N1=CC=C2N1C=CC=C2S